2-fluoro-4-{[1-(5-fluoro-6-methylpyridin-3-yl)pyrazol-3-yl]oxy}aniline FC1=C(N)C=CC(=C1)OC1=NN(C=C1)C=1C=NC(=C(C1)F)C